[4-(2,7-dibromo-9,9-dimethylacridine-10(9H)yl)butyl]phosphonic acid BrC1=CC=2C(C3=CC(=CC=C3N(C2C=C1)CCCCP(O)(O)=O)Br)(C)C